fluoro-3-[6-(1-{[6-(methoxymethyl)-2-pyridinyl]methyl}-1H-1,2,3-triazol-4-yl)-2-(2-phenoxyacetylamino)-4-pyrimidinyl]benzonitrile FC1=C(C#N)C=CC=C1C1=NC(=NC(=C1)C=1N=NN(C1)CC1=NC(=CC=C1)COC)NC(COC1=CC=CC=C1)=O